para-coumaroyl chloride C(\C=C\C1=CC=C(C=C1)O)(=O)Cl